C=1(C(=CC(=CC1)C)C)SSC1=C(C=C(C=C1)C)C bis(2,4-xylyl) disulfide